4-((8-isopropyl-2-methylpyrazolo[1,5-a][1,3,5]triazin-4-yl)amino)piperidine-1-carboxylic acid (E)-(1-(4-(dimethylamino)but-2-enoyl)pyrrolidin-2-yl)methyl ester CN(C/C=C/C(=O)N1C(CCC1)COC(=O)N1CCC(CC1)NC1=NC(=NC=2N1N=CC2C(C)C)C)C